BrC1=CC(=C(C=C1)C(C(=O)OC)(C(=O)OC)C)[N+](=O)[O-] dimethyl 2-(4-bromo-2-nitrophenyl)-2-methylmalonate